1-(3-{4-chloro-3-ethyl-1H-pyrrolo[2,3-b]pyridin-3-yl}phenyl)-1,3-diazinon ClC1=C2C(=NC=C1)NCC2(CC)C=2C=C(C=CC2)N2C(N=CC=C2)=O